2-bromo-2,3-dihydro-1H-indene BrC1CC2=CC=CC=C2C1